ClC1=CC=C(N=N1)C(=O)NC=1C=CC(=NC1)C=1N=NN(C1NC(O[C@H](C)C=1C(=NC=C(C1)F)F)=O)C (R)-1-(2,5-difluoropyridin-3-yl)ethyl (4-(5-(6-chloropyridazine-3-carboxamido)pyridin-2-yl)-1-methyl-1H-1,2,3-triazol-5-yl)carbamate